1H-pyrazolo[1,5-b]pyrazole-5-carboxamide N1C=CC=2N1N=C(C2)C(=O)N